O1CO[C@H]([C@@H]1C)C ((4S,5S)-1,3-dioxolane-4,5-diyl)dimethane